2-cyclopentyl-1,2-dihydroxy-ethyl-2-[(4S)-2,2,4-trimethylpyrrolidin-1-yl]pyridine-3-carboxamide C1(CCCC1)C(C(O)C1=C(C(=NC=C1)N1C(C[C@@H](C1)C)(C)C)C(=O)N)O